C1(CCCCC1)C[C@H](C(=O)N1CC(C(CC1)(O)CN1C=C(C(=CC1=O)C1=CC=CC=C1)C(=O)N1CCN(CC1)C(=O)OC(C)(C)C)(C)C)C tert-Butyl 4-(1-((1-((R)-3-cyclohexyl-2-methylpropanoyl)-4-hydroxy-3,3-dimethylpiperidin-4-yl)methyl)-6-oxo-4-phenyl-1,6-dihydropyridine-3-carbonyl)piperazine-1-carboxylate